2,4-dimethyl-1,3-pentadiene CC(=C)C=C(C)C